C(C)(C)(C)[Si](C)(C)OCC1=CC(=NN1)OC(C)C tert-butyl-[(3-isopropoxy-1H-pyrazol-5-yl)methoxy]-dimethyl-silane